C1(=CC(=C2C=CC=3C(=CC(=C4C=CC1=C2C34)C(=O)O)C(=O)O)C(=O)O)C(=O)O pyrene-1,3,6,8-tetracarboxylic acid